NC1=NN(C2=C1C=NC=1C=CC(=CC21)C(=O)O)C amino-1-methyl-1H-pyrazolo[4,3-c]quinoline-8-carboxylic acid